((4R,5R)-5-(2-nitrophenyl)-2,2-dimethyl-1,3-dioxolan-4-yl)methanol [N+](=O)([O-])C1=C(C=CC=C1)[C@@H]1[C@H](OC(O1)(C)C)CO